ClC1=NC(=NC(=N1)Cl)C1=CC=C(N(CC)CC)C=C1 4-[4,6-dichloro-1,3,5-triazin-2-yl]N,N-diethylaniline